2-[1-(cyclopropylmethyl)-1H-pyrrolo[2,3-b]pyridin-2-yl]-N-[(3S,4S)-4-[(2E)-4-(dimethylamino)but-2-enamido]pyrrolidin-3-yl]-1-methyl-1H-1,3-benzodiazole-5-carboxamide C1(CC1)CN1C(=CC=2C1=NC=CC2)C2=NC1=C(N2C)C=CC(=C1)C(=O)N[C@H]1CNC[C@@H]1NC(\C=C\CN(C)C)=O